1-[[bis(4-methoxyphenyl)-phenylmethoxy]methyl]-7-[2-cyanoethoxy-(diisopropylamino)phosphanyl]oxy-N-isopropyl-2-oxa-5-azabicyclo[2.2.1]heptane-5-carboxamide COC1=CC=C(C=C1)C(OCC12OCC(N(C1)C(=O)NC(C)C)C2OP(N(C(C)C)C(C)C)OCCC#N)(C2=CC=CC=C2)C2=CC=C(C=C2)OC